C1(=CC=CC=C1)C1(C2=CC=CC=C2C=2C=CC(=CC12)C=1C=C(C=CC1)C1=CC(=CC=C1)C1=NC(=CC(=N1)C1=CC=CC=C1)C1=CC=CC=C1)C1=CC=CC=C1 2-(3'-(9,9-diphenyl-9H-fluoren-2-yl)-[1,1'-biphenyl]-3-yl)-4,6-diphenylpyrimidine